BrCC1=CC(=CC(=C1)F)CBr 1,3-bis(bromomethyl)-5-fluorobenzene